chlorobenzyl-aminoguanidine acetate C(C)(=O)O.ClN=C(N(N)CC1=CC=CC=C1)N